4-(3-((6-((1-acryloylpiperidin-4-yl)oxy)-7-methoxyquinazolin-4-yl)amino)-4-methoxyphenyl)-N-benzylthiophen-2-carboxamide C(C=C)(=O)N1CCC(CC1)OC=1C=C2C(=NC=NC2=CC1OC)NC=1C=C(C=CC1OC)C=1C=C(SC1)C(=O)NCC1=CC=CC=C1